C1(=CCCCC1)C1=CC2=C(C(N(CCN2C)C[C@@H](CN2CC3=CC=CC=C3CC2)O)=O)C=C1 8-(cyclohexen-1-yl)-4-[(2R)-3-(3,4-dihydro-1H-isoquinolin-2-yl)-2-hydroxy-propyl]-1-methyl-2,3-dihydro-1,4-benzodiazepin-5-one